CSC(C(=O)N1C(CCCC1)C=1N(C=C(N1)C1=CC=C(C=C1)C)C(C(C)SC)=O)C 2-(methylthio)-1-(2-(1-(2-(methylthio)propanoyl)-4-(p-tolyl)-1H-imidazol-2-yl)piperidin-1-yl)propan-1-one